CC(=O)OCCCC1=CC=CC=C1 The molecule is the acetate ester of 3-phenylpropan-1-ol. It has a role as a metabolite and a fragrance. It is a member of benzenes and an acetate ester.